5,7-dihydroxy-2-(4-hydroxyphenyl)-6,8-dimethoxy-4H-1-benzopyran-4-one OC1=C(C(=C(C2=C1C(C=C(O2)C2=CC=C(C=C2)O)=O)OC)O)OC